methyl (Z)-8-bromo-9-(4-((1-(3-fluoropropyl)pyrrolidin-3-ylidene)methyl)phenyl)-6,7-dihydro-5H-benzo[7]annulene-3-carboxylate Br\C=1\CCCC2=C(\C1\C1=CC=C(C=C1)C=C1CN(CC1)CCCF)C=CC(=C2)C(=O)OC